(3-Fluoro-5-(1-(4-fluorophenyl)-1H-pyrrol-3-yl)benzyl)carbamic acid tert-butyl ester C(C)(C)(C)OC(NCC1=CC(=CC(=C1)C1=CN(C=C1)C1=CC=C(C=C1)F)F)=O